4-(1-(4-methoxybenzyl)-1H-pyrrol-3-yl)-2-(methylsulfonyl)-6-(trifluoromethyl)pyrimidine COC1=CC=C(CN2C=C(C=C2)C2=NC(=NC(=C2)C(F)(F)F)S(=O)(=O)C)C=C1